OCCN1N=CC(=C1)NC1=NC=CC(=N1)C=1C=CC2=C(CCCCC2NC(=O)N2CC(C2)OC(C)C)C1 N-(2-(2-((1-(2-hydroxyethyl)-1H-pyrazol-4-yl)amino)pyrimidin-4-yl)-6,7,8,9-tetrahydro-5H-benzo[7]annulen-5-yl)-3-isopropoxyazetidine-1-carboxamide